C(C)(C)N1C(N(C=C1)C(C)C)=[Pd-]C1=NC=CC=C1Cl (1,3-diisopropylimidazol-2-ylidene)(3-chloropyridyl)palladium (II)